NC1=C(C(=O)NC2=CC=C(C=C2)OC(F)(F)Cl)C=C(C(=N1)N1C[C@@H](CC1)F)C=1C=C2C(=NC1)CC=1C2=NN(C1)C1=NC=CC(=N1)C#N (R)-2-amino-N-(4-(chlorodifluoromethoxy)phenyl)-5-(2-(4-cyanopyrimidin-2-yl)-2,4-dihydropyrazolo[3',4':3,4]cyclopenta[1,2-b]pyridin-7-yl)-6-(3-fluoropyrrolidin-1-yl)nicotinamide